C(OCC1CCC(CC1)(F)F)(=O)Cl (4,4-difluorocyclohexyl)methyl carbonochloridate